[(2S)-1,1,1-trifluoropropan-2-yl]oxylbenzoate FC([C@H](C)OC1=C(C(=O)[O-])C=CC=C1)(F)F